(S)-9-(6-Isopropoxy-pyridin-3-ylmethyl)-2-((R)-3-methyl-morpholin-4-yl)-8-trifluoromethyl-6,7,8,9-tetrahydro-pyrimido[1,2-a]-pyrimidin-4-one C(C)(C)OC1=CC=C(C=N1)CN1[C@@H](CCN2C1=NC(=CC2=O)N2[C@@H](COCC2)C)C(F)(F)F